C(CCCCCCCCCCC)N1C(N(C=C1)C)Br 1-dodecyl-3-methyl-bromoimidazole